Bis(8,8-bis(octyloxy)octyl) 2-((tert-butyldiphenylsilyl)oxy)pentanedioate [Si](C1=CC=CC=C1)(C1=CC=CC=C1)(C(C)(C)C)OC(C(=O)OCCCCCCCC(OCCCCCCCC)OCCCCCCCC)CCC(=O)OCCCCCCCC(OCCCCCCCC)OCCCCCCCC